COC1=C(C=CC(=C1)[C@@H]1OCC=C(C1)C)O |r| (+-)-2-methoxy-4-(4-methyl-3,6-dihydro-2H-pyran-2-yl)phenol